(3S,4R)-4-((7-(sec-butyl)-5-fluoropyrrolo[2,1-f][1,2,4]triazin-2-yl)amino)tetrahydro-2H-pyran-3-ol C(C)(CC)C1=CC(=C2C=NC(=NN21)N[C@H]2[C@@H](COCC2)O)F